methyl 5-bromo-2-[2-[(tert-butoxycarbonyl)amino]-1-cyclopentylethyl]pyrazole-3-carboxylate BrC=1C=C(N(N1)C(CNC(=O)OC(C)(C)C)C1CCCC1)C(=O)OC